ClCCCC(=O)N(C)C1=CC=NN1C(CCCCl)=O 4-chloro-N-(1-(4-chlorobutyryl)-1H-pyrazol-5-yl)-N-methylbutanamide